[1-13C]pyruvic acid [13C](C(=O)C)(=O)O